(Z)-9-Nonadecenal C(CCCCCCC\C=C/CCCCCCCCC)=O